(S)-1-(4-(benzylsulfanyl)phenylamino)-1-oxo-3-phenylprop-2-ylcarbamic acid tetrahydro-2H-pyran-4-yl ester O1CCC(CC1)OC(N[C@H](C(=O)NC1=CC=C(C=C1)SCC1=CC=CC=C1)CC1=CC=CC=C1)=O